[N+](=O)([O-])C1=C(C=CC=C1)S(=O)(=O)N nitrobenzenesulfonamide